5-(1H-imidazol-1-yl)-2-(5-(piperidin-4-ylidenemethyl)pyrazin-2-yl)phenol N1(C=NC=C1)C=1C=CC(=C(C1)O)C1=NC=C(N=C1)C=C1CCNCC1